(R)-tert-butyl (3-(N-((1,2,3,5,6,7-hexahydro-s-indacen-4-yl)carbamoyl)sulfamoyl)-6,7-dihydro-5H-pyrazolo[5,1-b][1,3]oxazin-6-yl)(methyl)carbamate C1CCC2=C(C=3CCCC3C=C12)NC(=O)NS(=O)(=O)C=1C=NN2C1OC[C@@H](C2)N(C(OC(C)(C)C)=O)C